(S)-4-(6-(3,5-dimethylisoxazol-4-yl)-2-(1-methyl-1,4,6,7-tetrahydro-5H-imidazo[4,5-c]pyridin-5-yl)quinazolin-4-yl)-3-phenylmorpholine CC1=NOC(=C1C=1C=C2C(=NC(=NC2=CC1)N1CC2=C(CC1)N(C=N2)C)N2[C@H](COCC2)C2=CC=CC=C2)C